C(C(C)(C)C)(=O)OCN1N=NC(=C1)C1CN(C1)C=1OC(=NN1)C=1C=NC(=NC1)NC1CC=2C(=NC=CN2)C1 (4-(1-(5-(2-((6,7-dihydro-5H-cyclopenta[b]pyrazin-6-yl)amino)pyrimidin-5-yl)-1,3,4-oxadiazol-2-yl)azetidin-3-yl)-1H-1,2,3-triazol-1-yl)methyl pivalate